(3R,4R)-1-(4,6-Difluoro-1-((5-(methylsulfonyl)pyridin-2-yl)methyl)-1H-benzo[d]imidazol-2-yl)-4-fluoropiperidin-3-amin FC1=CC(=CC=2N(C(=NC21)N2C[C@H]([C@@H](CC2)F)N)CC2=NC=C(C=C2)S(=O)(=O)C)F